OCCC=1C=C(OCC2=CC(=NN2C2=CC=CC=C2)C)C=CC1 5-[[3-(2-hydroxyethyl)phenoxy]methyl]-3-methyl-1-phenyl-pyrazole